2-[3-[4-[tert-butyl(diphenyl)silyl]oxytetrahydrofuran-3-yl]pyrido[2,3-b]pyrazin-6-yl]-3,5-dimethyl-phenol [Si](C1=CC=CC=C1)(C1=CC=CC=C1)(C(C)(C)C)OC1C(COC1)C1=CN=C2C(=N1)N=C(C=C2)C2=C(C=C(C=C2C)C)O